C(CC#C)C1(N=N1)C=CC(=O)NC1CCC(CC1)N1N=C(C=CC1=O)C1CC1 3-(3-(but-3-yn-1-yl)-3H-diazirin-3-yl)-N-(4-(3-cyclopropyl-6-oxopyridazin-1(6H)-yl)cyclohexyl)propenamide